2-(7,8-dimethyl-[1,2,4]triazolo[1,5-a]pyridin-6-yl)-3-isopropyl-1,5,7,8-tetrahydro-6H-pyrrolo[2,3-g]isoquinoline-6-carboxylic acid tert-butyl ester C(C)(C)(C)OC(=O)N1CC=2C=C3C(=CC2CC1)NC(=C3C(C)C)C=3C(=C(C=1N(C3)N=CN1)C)C